C(=C)C=1OC=NN1 vinyl-1,3,4-oxadiazole